(2S)-2-methyl-1-[(4-methyl-5-isoquinolinyl)sulfonyl]hexahydro-1H-1,4-diazepin C[C@@H]1N(CCCNC1)S(=O)(=O)C1=C2C(=CN=CC2=CC=C1)C